2-[[2-chloro-5-(4-pyridinyl)phenyl]methylamino]-5-propyl-4H-[1,2,4]triazolo[1,5-a]pyrimidin-7-one ClC1=C(C=C(C=C1)C1=CC=NC=C1)CNC1=NN2C(NC(=CC2=O)CCC)=N1